ClC=1C=C(C=C2C(=NC=NC12)C)C=1C(=NC(=NC1)N)C=1OC=C(C1)C 5-(8-chloro-4-methylquinazolin-6-yl)-4-(4-methylfuran-2-yl)pyrimidin-2-amine